C1=C(C=CC2=CC=CC=C12)C1=C(C=C(C=C1)C1=C(C=CC=C1)C1=NC(=NC(=N1)C1=CC=CC=C1)C1=CC=CC=C1)C1=NC(=NC(=N1)C1=CC=CC=C1)C1=CC=CC=C1 6,6'-(4'-(naphthalen-2-yl)-[1,1'-biphenyl]-2,3'-diyl)bis(2,4-diphenyl-1,3,5-triazine)